6-(1,3-dioxo-1,3-dihydro-isoindol-2-yl)hexanoic acid hydroxyamide ONC(CCCCCN1C(C2=CC=CC=C2C1=O)=O)=O